naphtho[2,3-f]isoindole C=1NC=C2C=C3C(=CC12)C=C1C=CC=CC1=C3